C(C1=CC=CC=C1)(=O)O.N[C@@H](CCC(N)=O)C(=O)O glutamine benzoate